P(OC(C1=C(C=C(C=C1C)C)C)=O)(OC1=CC=CC=C1)OCC (2,4,6-trimethylbenzoyl) phenyl ethyl phosphite